N-(6-(1,1-difluoro-5-azaspiro[2.4]heptan-5-yl)pyrimidin-4-yl)-6-(1-methyl-1H-pyrazol-4-yl)picolinamide FC1(CC12CN(CC2)C2=CC(=NC=N2)NC(C2=NC(=CC=C2)C=2C=NN(C2)C)=O)F